1-pentadecanoyl-glycero-3-phospho-(1'-sn-glycerol) CCCCCCCCCCCCCCC(=O)OC[C@H](COP(=O)(O)OC[C@H](CO)O)O